NC=1C(=C(C(=NC1)C)C1=CC=CC=C1)NCC1=CC=C(C=N1)S(=O)(=O)N 6-(((5-amino-2-methyl-3-phenylpyridin-4-yl)amino)methyl)pyridine-3-sulfonamide